NC=1C2=C(N=CN1)N(C=C2C2=CC(=C(C=C2)NC(=O)NC2=CC(=C(C=C2)CN2CCN(CC2)CC)C(F)(F)F)Cl)C2CC2 1-(4-(4-amino-7-cyclopropyl-7H-pyrrolo[2,3-d]pyrimidin-5-yl)-2-chlorophenyl)-3-(4-((4-ethylpiperazin-1-yl)methyl)-3-(trifluoromethyl)phenyl)urea